(2S)-4-((2-methoxyethyl)(4-(5,6,7,8-tetrahydro-1,8-naphthyridin-2-yl)butyl)amino)-2-(((3,3,3-trifluoro-2-phenylpropoxy)carbonyl)amino)butanoic acid COCCN(CC[C@@H](C(=O)O)NC(=O)OCC(C(F)(F)F)C1=CC=CC=C1)CCCCC1=NC=2NCCCC2C=C1